2-((3-methoxypyrazin-2-yl)oxy)ethan-1-one COC=1C(=NC=CN1)OCC=O